C1(CCCCC1)CNC1=NC(=NC(=N1)NCCN1CCN(CC1)C)N[C@H](C(=O)OC)C1=CN=CN1 (S)-methyl 2-((4-((cyclohexylmethyl)amino)-6-((2-(4-methylpiperazin-1-yl)ethyl)amino)-1,3,5-triazin-2-yl)amino)-2-(1H-imidazol-5-yl)acetate